4-Chlorobiphenyl-4-ol ClC1(CC=C(C=C1)C1=CC=CC=C1)O